dimethyl(4-(3-(1-methyl-1H-pyrazol-3-yl)phenyl)-2-morpholino-6-(pyridin-3-ylamino)pyrimidin-5-yl)phosphine oxide CP(C=1C(=NC(=NC1NC=1C=NC=CC1)N1CCOCC1)C1=CC(=CC=C1)C1=NN(C=C1)C)(C)=O